6-[7-fluoro-2-(4-piperidinylmethyl)indazol-5-yl]-2,8-dimethyl-imidazo[1,2-b]pyridazine FC1=CC(=CC2=CN(N=C12)CC1CCNCC1)C=1C=C(C=2N(N1)C=C(N2)C)C